FC1([C@H](CN(CC1)[C@H](C(=O)NC1=NC=C(C=C1)OC1=CC=C(C=C1)F)C)C1=CC=NC=C1)F 4-((S)-4,4-difluoro-1-((S)-1-((5-(4-fluorophenoxy)pyridin-2-yl)amino)-1-oxopropan-2-yl)piperidin-3-yl)pyridine